6-chloro-N-(4-chloro-3-fluoro-phenyl)pyrido[3,2-d]pyrimidin-4-amine ClC=1C=CC=2N=CN=C(C2N1)NC1=CC(=C(C=C1)Cl)F